C(C)(C)(C)OC(=O)NC(C(=O)OC)C1COC1 methyl 2-[(tert-butoxycarbonyl)amino]-2-(oxetan-3-yl)acetate